N-((R)-cyclopropyl(2-fluoro-4-(trifluoromethyl)phenyl)methyl)-1-(3-(2-propanyl)benzoyl)-D-prolinamide C1(CC1)[C@@H](NC([C@@H]1N(CCC1)C(C1=CC(=CC=C1)C(C)C)=O)=O)C1=C(C=C(C=C1)C(F)(F)F)F